N=1C=NN2C1C=C(C=C2)CC2=C(C=C(C=C2)NC2=NC=NC1=CC=C(C=C21)N2C1CC1C(C2=O)=C)C 2-(4-((4-([1,2,4]triazolo[1,5-a]pyridin-7-ylmethyl)-3-methylphenyl)amino)quinazolin-6-yl)-4-methylene-2-azabicyclo[3.1.0]hexan-3-one